ONC(=O)[C@@H]1CC12CCN(CC2)S(N)(=O)=O (R)-N-hydroxy-6-sulfamoyl-6-azaspiro[2.5]octane-1-carboxamide